ClC1=C2C(=NC(=C1F)Cl)N(C=C2)S(=O)(=O)C2=CC=C(C)C=C2 4,6-dichloro-5-fluoro-1-(p-toluenesulfonyl)pyrrolo[2,3-b]pyridine